(6S,8R)-N-(5-chloro-6-(2H-1,2,3-triazol-2-yl)pyridin-3-yl)-8-(1-ethyl-1H-pyrazol-4-yl)-2-fluoro-8-methyl-7,8-dihydro-6H-cyclopenta[e]pyrazolo[1,5-a]pyrimidine-6-carboxamide ClC=1C=C(C=NC1N1N=CC=N1)NC(=O)[C@H]1C[C@](C2=C1C=NC=1N2N=C(C1)F)(C)C=1C=NN(C1)CC